Cinnamic acid cinnamate C(C=CC1=CC=CC=C1)(=O)O.C(C=CC1=CC=CC=C1)(=O)O